OC(C(=O)C1=CC=C(C=C1)OCCO)(C)C 2-hydroxy-4'-(2-Hydroxyethoxy)-2-methylpropiophenone